4-trans-2-Carboxy-5,7-dichloro-4-phenylaminocarbonylamino-1,2,3,4-tetrahydroquinoline C1[C@H](C2=C(C=C(C=C2Cl)Cl)N[C@@H]1C(=O)O)NC(=O)NC3=CC=CC=C3